C(C)(C)(C)OC(=O)N1C[C@H]([C@H](CC1)OC1CN(C1)C(=O)OCC1=CC=CC=C1)F (3R,4S)-4-(1-benzyloxycarbonyl-azetidin-3-yl)oxy-3-fluoro-piperidine-1-carboxylic acid tert-butyl ester